N-(5-methyl-1,3,4-thiadiazol-2-yl)-3-(trans-2-((tetrahydro-2H-pyran-4-ylmethyl)amino)cyclopropyl)-1-naphthamide Dihydrochloride Cl.Cl.CC1=NN=C(S1)NC(=O)C1=CC(=CC2=CC=CC=C12)[C@H]1[C@@H](C1)NCC1CCOCC1